CN1CCN(CC1)C1=NC=NC=C1C(=N)C=1C=C2N=CC=NC2=CC1 (4-(4-methylpiperazin-1-yl)pyrimidin-5-yl)-1-(quinoxalin-6-yl)methanimine